3-(trifluoromethyl)isonicotinic acid FC(C1=C(C(=O)O)C=CN=C1)(F)F